cis-3-heptadecene-1,17-dicarboxylic acid C(C\C=C/CCCCCCCCCCCCCC(=O)O)C(=O)O